ClC1=C(C=C(C=C1)F)C1(N(CC2=C3C=CN(CC3=CC(=C21)[N+](=O)[O-])C)CC2=CC=C(C=C2)OC)O 3-(2-chloro-5-fluorophenyl)-3-hydroxy-2-[(4-methoxyphenyl)methyl]-7-methyl-4-nitro-2,3,6,7-tetrahydro-1H-pyrrolo[4,3-f]isoquinoline